2-Phenyl-N-[2-(pyridin-3-yl)-1,3-benzoxazol-5-yl]pyrimidine-5-carboxamide C1(=CC=CC=C1)C1=NC=C(C=N1)C(=O)NC=1C=CC2=C(N=C(O2)C=2C=NC=CC2)C1